methyl 4-aminobenzo[b]thiophene-2-carboxylate NC1=CC=CC=2SC(=CC21)C(=O)OC